BrC1=CN=NC2=CC(=C(C=C12)O[C@@H]1CN(CC1)C(C)=O)OC (S)-1-(3-((4-bromo-7-methoxycinnolin-6-yl)oxy)pyrrolidin-1-yl)ethan-1-one